1-(2,6-dimethoxyphenyl)-9-(4-hydroxy-3-methoxyphenyl)nonan-1-one COC1=C(C(=CC=C1)OC)C(CCCCCCCCC1=CC(=C(C=C1)O)OC)=O